(phenylbiphenylyl)(naphthyl)fluoranthene di(nonan-3-yl)9,9'-((3-((tert-butoxycarbonyl)amino)propyl)azanediyl)dinonanoate CCC(CCCCCC)OC(CCCCCCCCN(CCCCCCCCC(=O)OC(CC)CCCCCC)CCCNC(=O)OC(C)(C)C)=O.C1(=CC=CC=C1)C=1C(=C(C=CC1)C1=CC=CC=C1)C1=C(C=2C3=CC=CC=C3C3=CC=CC(=C1)C23)C2=CC=CC3=CC=CC=C23